4-bromo-7-fluorobenzo[d][1,3]dioxole-2-thione BrC1=CC=C(C=2OC(OC21)=S)F